(1S,4S)-tert-butyl-5-(4-((3-chloro-4-((1-methyl-1H-pyrazol-3-yl)oxy)phenyl)amino)quinazolin-6-yl)-2,5-diazabicyclo[2.2.1]heptane-2-carboxylate C(C)(C)(C)OC(=O)N1[C@@H]2CN([C@H](C1)C2)C=2C=C1C(=NC=NC1=CC2)NC2=CC(=C(C=C2)OC2=NN(C=C2)C)Cl